C(CCCCC(=O)OCCC)(=O)OCCC di-n-propyl adipate